6-(3-chlorophenyl)-N-((2'-methyl-2,4'-bipyridin-5-yl)methyl)isoquinolin-1-amine ClC=1C=C(C=CC1)C=1C=C2C=CN=C(C2=CC1)NCC=1C=CC(=NC1)C1=CC(=NC=C1)C